(R)-1-t-Butoxycarbonyl-2-(aminomethyl)pyrrolidine 1-methyl-1H-indazole-6-carboxylate CN1N=CC2=CC=C(C=C12)C(=O)O.C(C)(C)(C)OC(=O)N1[C@H](CCC1)CN